methyl (5R)-5-[(1R,3aS,3bS,7S,9aR,9bS,11aR)-7-hydroxy-9a,11a-dimethyl-2,3,3a,3b,4,6,7,8,9,9a,9b,10,11,11a-tetradecahydro-1H-cyclopenta[1,2-a]phenanthren-1-yl]hexanoate O[C@H]1CC[C@@]2([C@H]3CC[C@]4([C@H]([C@@H]3CC=C2C1)CC[C@@H]4[C@@H](CCCC(=O)OC)C)C)C